N[C@H](C(=O)NC1=C(C2=C(OCCCC2)S1)C(C1=C(C=CC=C1F)F)=O)C (2S)-2-amino-N-[6-(2,6-difluorobenzoyl)-2,3,4,5-tetrahydrothieno[2,3-b]oxepin-7-yl]propionamide